2-bromomethyl-3-(tert-butyl-dimethyl-silanyloxy)-benzoate BrCC1=C(C(=O)[O-])C=CC=C1O[Si](C)(C)C(C)(C)C